Cl.CN(CC(=O)O)C1=CC=CC=C1 N-methyl-N-phenylglycine hydrochloride